CN(C)C[C@H]1N(CCC1)C1=C(C=NC=2NC3=C(C=C(C(=C3C21)F)F)NCC)C=2C=C1C(C(=CN(C1=NC2)C)C(=O)O)=O (S)-6-(4-(2-((dimethylamino)methyl)pyrrolidin-1-yl)-8-(ethylamino)-5,6-difluoro-9H-pyrido[2,3-b]indol-3-yl)-1-methyl-4-oxo-1,4-dihydro-1,8-naphthyridine-3-carboxylic acid